CC(=CCC1=C(C=C(C=C1OC(C)(C)OC)CCCCC)OC(C)(C)OC)CCC=C(C)C 2-(3,7-dimethylocta-2,6-dien-1-yl)-1,3-bis((2-methoxypropan-2-yl)oxy)-5-pentylbenzene